1-N-[4-[7-(1,5-dimethylpyrazol-3-yl)quinolin-4-yl]oxyphenyl]-1-N'-(4-fluorophenyl)cyclopropane-1,1-dicarboxamide hydrochloride Cl.CN1N=C(C=C1C)C1=CC=C2C(=CC=NC2=C1)OC1=CC=C(C=C1)NC(=O)C1(CC1)C(=O)NC1=CC=C(C=C1)F